P(=O)([O-])([O-])[O-].[Eu+3] europium(III) phosphate